FC1=C(C=C(C=C1)F)/C(=C/C#N)/CN1N=CN=C1 (Z)-3-(2,5-difluorophenyl)-4-(1H-1,2,4-triazole-1-yl)but-2-enenitrile